P(=S)(OCCCCCCCCCCOC(C=C)=O)([O-])[O-] acryloxydecyl thiophosphate